3-(5-(((1R,2R)-2-(((3,3-difluorocyclobutyl)methyl)amino)cycloheptyl)oxy)-1-oxoisoindolin-2-yl)piperidine-2,6-dione FC1(CC(C1)CN[C@H]1[C@@H](CCCCC1)OC=1C=C2CN(C(C2=CC1)=O)C1C(NC(CC1)=O)=O)F